C(CC)OCC1=CC(O)=C(OC)C=C1 isovanillyl propyl ether